C(CCOCCOCCOCCOCCOCCOCCOCCOCCOCCOCCOCCOCCOCCOCCOCCOCCOCCC(=O)ON1C(CCC1=O)=O)(=O)ON1C(CCC1=O)=O bis(2,5-dioxopyrrolidin-1-yl) 4,7,10,13,16,19,22,25,28,31,34,37,40,43,46,49,52-heptadeca-oxapentapentacontane-dioate